5-((5-((3-bromo-2-methylbenzyl)oxy)-4-chloro-2-formylphenoxy)methyl)nicotinonitrile BrC=1C(=C(COC=2C(=CC(=C(OCC=3C=NC=C(C#N)C3)C2)C=O)Cl)C=CC1)C